N-[5-(1H-benzimidazol-2-yl)-1-[(4-methoxyphenyl)methyl]pyrazol-3-yl]-6-(3-hydroxyazetidin-1-yl)pyridine-3-carboxamide N1C(=NC2=C1C=CC=C2)C2=CC(=NN2CC2=CC=C(C=C2)OC)NC(=O)C=2C=NC(=CC2)N2CC(C2)O